OC1=C(C=CC=C1)O di-hydroxybenzene